CN1C=NC=C1C(=O)OCCCN1N=C(C=2C(NCC3(CCOCC3)CC21)=O)CC 3-(3-ethyl-4-oxo-spiro[6,8-dihydro-5H-pyrazolo[4,3-c]azepine-7,4'-tetrahydropyran]-1-yl)propyl 3-methylimidazole-4-carboxylate